4-(4,5-dichloro-2-hydroxyphenyl)piperidin-4-ol ClC1=CC(=C(C=C1Cl)C1(CCNCC1)O)O